C(C=C)(=O)[Au].[Al].[Au].[Ti] titanium-gold aluminum alloyl-gold